BrC1=C(CN(C(C(C)(C)C)=O)CC(NC=2C=C3CC4(C(NC5=NC=CC=C54)=O)CC3=CC2)=O)C=CC=C1F N-(2-Bromo-3-fluorobenzyl)-N-(2-oxo-2-((2'-oxo-1,1',2',3-tetrahydrospiro[indene-2,3'-pyrrolo[2,3-b]pyridin]-5-yl)amino)ethyl)pivalamide